CC(C)(C)S(=O)N=CC1=NC(=NC=C1)SC 2-methyl-N-((2-(methylthio)pyrimidin-4-yl)methylene)propane-2-sulfinamide